1-(4-(4-(5-(2-chloro-6-fluorophenyl)-4,5-dihydroisoxazol-3-yl)thiazol-2-yl)piperidin-1-yl)-2-((3-(methylthio)pyrazin-2-yl)oxy)ethan-1-one ClC1=C(C(=CC=C1)F)C1CC(=NO1)C=1N=C(SC1)C1CCN(CC1)C(COC1=NC=CN=C1SC)=O